C(C1=CC=CC=C1)OC=1C=CC2=C(N=C(O2)C2=C3C=C(N=CC3=C(N=C2)NC)NC(=O)C2CC2)C1 N-(5-(5-(benzyloxy)benzo[d]oxazol-2-yl)-8-(methylamino)-2,7-naphthyridin-3-yl)cyclopropanecarboxamide